4-(2,4,5-trifluorophenyl)-butyric acid methyl ester COC(CCCC1=C(C=C(C(=C1)F)F)F)=O